4-cyano-N-((1S)-1-((1S,4aS,4bR,6aR,8R,10aS,12aS)-8-hydroxy-8,12a-dimethyloctadecahydrochrysen-1-yl)ethyl)benzamide C(#N)C1=CC=C(C(=O)N[C@@H](C)[C@H]2CCC[C@H]3[C@@H]4CC[C@@H]5C[C@](CC[C@@H]5C4CC[C@]23C)(C)O)C=C1